C(C)(C)(C)C1=NOC(=N1)C(=O)N[C@H](C)C1=C(C=C(C=C1)C1=CC(=NC=N1)NC1=CC(=C(C=N1)N1CCN(CC1)C(=O)OC(C)(C)C)OC)C tert-butyl (R)-4-(6-((6-(4-(1-(3-(tert-butyl)-1,2,4-oxadiazole-5-carboxamido)ethyl)-3-methylphenyl)pyrimidin-4-yl)amino)-4-methoxypyridin-3-yl)piperazine-1-carboxylate